3-FORMYL-4-OXO-4H-CHROMEN-6-YL ACETATE C(C)(=O)OC=1C=C2C(C(=COC2=CC1)C=O)=O